(Z)-5-((2-oxoindolin-3-ylidene)methyl)-N-(5-((3-(trifluoromethyl)benzyl)thio)-4H-1,2,4-triazol-3-yl)-1H-pyrrole-2-carboxamide O=C\1NC2=CC=CC=C2/C1=C/C1=CC=C(N1)C(=O)NC1=NN=C(N1)SCC1=CC(=CC=C1)C(F)(F)F